methyl-amine diiodide [I-].[I-].CN